N[C@@H]1C(CN(C1)CCOCCOCCN1[C@@H](CN(C[C@@H]1C)C1=CC=C(C(=O)NC2=NNC(=C2)CCC2=CC(=CC(=C2)OC)OC)C=C1)C)(C)C 4-[(3R,5S)-4-[2-(2-{2-[(4R)-4-amino-3,3-dimethylpyrrolidin-1-yl]ethoxy}ethoxy)ethyl]-3,5-dimethylpiperazin-1-yl]-N-{5-[2-(3,5-dimethoxyphenyl)ethyl]-1H-pyrazol-3-yl}benzamide